O=S(C1=CC(=CC=C1)C(F)(F)F)(C1=CC(=CC=C1)C(F)(F)F)=NCC(=O)OC(C)(C)C tert-Butyl 2-((oxobis(3-(trifluoromethyl)phenyl)-λ6-sulfanylidene)amino)acetate